N=1C=CN2C1N=CC(=C2)C2=CNC=1N=C(N=CC12)C=1C=C2C=CC=NC2=CC1 6-(5-(imidazo[1,2-a]pyrimidin-6-yl)-7H-pyrrolo[2,3-d]pyrimidin-2-yl)quinoline